C(C=C)(=O)O.C(C=C)(=O)O acrylic acid, acrylate salt